O[C@@H]1C=C(C([C@H]([C@@H]1O)OCC=1C(O)=CC=CC1C)=O)COC (4R,5R,6S)-4,5-dihydroxy-6-(6'-methylsalicyloxy)-2-methoxymethyl-2-cyclohexen-1-one